1-carboxypropyl-3-methylimidazole hexafluorophosphate F[P-](F)(F)(F)(F)F.C(=O)(O)C(CC)C1=NC=CN1C